(+)-[6-(2-Chloro-4-fluoro-phenoxy)-2-azaspiro[3.3]heptan-2-yl]-[3-(4H-1,2,4-triazol-3-yl)pyrrolidin-1-yl]methanone ClC1=C(OC2CC3(CN(C3)C(=O)N3CC(CC3)C3=NN=CN3)C2)C=CC(=C1)F